C(C)(C)(C)OC(=O)N1C2=C(OC[C@@H]1C)N=C(C(=C2)CC2=CC=C(C=C2)F)Br.NC(C(=O)O)CC=2C(=NOC2C)O α-amino-3-hydroxy-5-methyl-4-isoxazolepropionic acid tert-butyl-(S)-6-bromo-7-(4-fluorobenzyl)-2-methyl-2,3-dihydro-1H-pyrido[2,3-b][1,4]oxazine-1-carboxylate